O1N=C(C2=C1CCCC2)C=O 4,5,6,7-TETRAHYDROBENZO[D]ISOXAZOLE-3-CARBALDEHYDE